N-((1R)-3-cyano-3-azabicyclo[3.2.0]heptan-1-yl)-4-(3-((4-fluorophenyl)thio)pyridin-4-yl)benzamide C(#N)N1C[C@]2(CCC2C1)NC(C1=CC=C(C=C1)C1=C(C=NC=C1)SC1=CC=C(C=C1)F)=O